2-(2-dimethylaminoethyl)-7-[3-methyl-4-[(2R,3R,4S,5S,6S)-3,4,5-trihydroxy-6-(hydroxymethyl)tetrahydropyran-2-yl]oxyphenyl]isoquinolin-1-one CN(CCN1C(C2=CC(=CC=C2C=C1)C1=CC(=C(C=C1)O[C@H]1O[C@H]([C@H]([C@@H]([C@H]1O)O)O)CO)C)=O)C